CC1=NC(=NC=C1)N (4-methyl-pyrimidin-2-yl)-amine